N-(4-fluorophenylmethyl)-2-(1-methylpyrrolidin-2-yl)ethane-1-amine FC1=CC=C(C=C1)CNCCC1N(CCC1)C